BrC=1C=C(C=CC1O)C(C(=O)O)(CC)C 2-(3-bromo-4-hydroxyphenyl)-2-methylbutanoic acid